C(C)S(=O)(=O)C=1C(=[N+](C=CC1)[O-])C1=NC2=C(C=NC(=C2)C(F)(F)F)N1C 2-(3-ethylsulfonyl-1-oxido-pyridin-1-ium-2-yl)-3-methyl-6-(trifluoromethyl)imidazo[4,5-c]pyridine